6,6-bis(octyloxy)hexanoic acid 6-bromohexyl ester BrCCCCCCOC(CCCCC(OCCCCCCCC)OCCCCCCCC)=O